C(C1=CC=CC=C1)N1N=C(N=C1)C(=O)NC1C(N(C2=C(OC1)C=CC(=C2)C#CC2(CCC2)O)C)=O 1-benzyl-N-(7-((1-hydroxycyclobutyl)ethynyl)-5-methyl-4-oxo-2,3,4,5-tetrahydrobenzo[b][1,4]oxazepin-3-yl)-1H-1,2,4-triazole-3-carboxamide